NCC1CCC(CC1)C(=O)N[C@@H](CC1=NC=C(C=C1)Br)C(=O)NCCCC[C@H](NC(N[C@@H](CCC(=O)O)C(=O)O)=O)C(=O)O N6-{N-[(1r,4S)-4-(aminomethyl)cyclohexane-1-carbonyl]-3-(5-bromopyridin-2-yl)-L-alanyl}-N2-{[(1S)-1,3-dicarboxypropyl]carbamoyl}-L-lysine